3-hydroxy-1-methoxy-1-oxobut-2-en OC(=CC(=O)OC)C